(1R,2S)-2-[1-(tert-Butoxycarbonyl)-3-[(2-methoxy-5-methylpyridin-3-yl)amino]indazol-6-yl]-5'-methoxy-2'-oxospiro[cyclopropane-1,3'-indole]-1'-carboxylic acid tert-butyl ester C(C)(C)(C)OC(=O)N1C([C@@]2(C3=CC(=CC=C13)OC)[C@@H](C2)C2=CC=C1C(=NN(C1=C2)C(=O)OC(C)(C)C)NC=2C(=NC=C(C2)C)OC)=O